(S) or (R)-N-benzyloxycarbonyl-(Cbz)-proline C(C1=CC=CC=C1)OC(=O)N1[C@@](CCC1)(C(=O)O)C(=O)OCC1=CC=CC=C1 |o1:11|